triethylene glycol tripropionate C(CC)(=O)O.C(CC)(=O)O.C(CC)(=O)O.C(COCCOCCO)O